1-(1,4-dioxaspiro[4.5]decan-8-ylmethyl)-7-isopropyl-3-methyl-1H-purine-2,6(3H,7H)-dione O1CCOC12CCC(CC2)CN2C(N(C=1N=CN(C1C2=O)C(C)C)C)=O